[Si](C)(C)(C(C)(C)C)OCC=1C=C(C=CC1C)C(C(C(=O)OC(C)(C)C)(C)C)C1=C(C=2N(C=C1)C(=NN2)C(F)(F)F)C tert-Butyl 3-(3-(((tert-butyldimethylsilyl)oxy)methyl)-4-methylphenyl)-2,2-dimethyl-3-(8-methyl-3-(trifluoromethyl)-[1,2,4]triazolo[4,3-a]pyridin-7-yl)propanoate